C(C)SC1=NN=C(S1)NC(CSC=1NC(C2=C(N1)N(N=C2)C2=CC=CC=C2)=O)=O N-(5-(ethylthio)-1,3,4-thiadiazol-2-yl)-2-((4-oxo-1-phenyl-4,5-dihydro-1H-pyrazolo[3,4-d]pyrimidin-6-yl)thio)acetamide